1,4-cyclohexanebis(methylamine) C1(CCC(CC1)CN)CN